4-methyl-3-((8-((4,5,6,7-tetrahydropyrazolo[1,5-a]pyrazin-2-yl)amino)imidazo[1,2-a]pyridin-3-yl)ethynyl)-N-(3-(trifluoromethyl)phenyl)benzamide CC1=C(C=C(C(=O)NC2=CC(=CC=C2)C(F)(F)F)C=C1)C#CC1=CN=C2N1C=CC=C2NC2=NN1C(CNCC1)=C2